N-methoxy-N-methyl-1-(oxan-2-yl)pyrazolo[3,4-c]pyridine-4-carboxamide CON(C(=O)C=1C2=C(C=NC1)N(N=C2)C2OCCCC2)C